4-bromoethyl-tetrahydropyran BrCCC1CCOCC1